1-((5-((3-(trifluoromethyl)benzyl)oxy)pyrazin-2-yl)methyl)azetidine-3-carboxylic acid FC(C=1C=C(COC=2N=CC(=NC2)CN2CC(C2)C(=O)O)C=CC1)(F)F